1-((4-bromo-2-methoxyphenyl)imino)tetrahydro-1H-1λ6-thiophene-1-oxide BrC1=CC(=C(C=C1)N=S1(CCCC1)=O)OC